2-chloro-4-((3-(3-hydroxy-3-methylhex-5-yn-1-yl)-1-methyl-2-oxo-2,3-dihydro-1H-benzo[d]imidazol-5-yl)amino)nicotinonitrile ClC1=C(C#N)C(=CC=N1)NC1=CC2=C(N(C(N2CCC(CC#C)(C)O)=O)C)C=C1